ClC=1C=C2C(=NC1)NC(=C2)CCNC(OC(C)(C)C)=O tert-Butyl (2-(5-chloro-1H-pyrrolo[2,3-b]pyridin-2-yl)ethyl)carbamate